(2R,3R,4S)-2-(6-Chloro-2-(thiophene-2-yl)-8-(hex-1-yn-1-yl)-9H-purin-9-yl)tetrahydrothiophene-3,4-diyl diacetate C(C)(=O)O[C@H]1[C@@H](SC[C@H]1OC(C)=O)N1C2=NC(=NC(=C2N=C1C#CCCCC)Cl)C=1SC=CC1